rac-2-(3,4-difluoro-2-methoxyphenyl)-N-(1,1,1-trifluoro-2-methyl-3-oxobutan-2-yl)acetamide FC=1C(=C(C=CC1F)CC(=O)N[C@@](C(F)(F)F)(C(C)=O)C)OC |r|